5-(3-chloro-5-((R)-morpholin-3-yl)phenyl)-1-methyltetrahydropyrimidin-2(1H)-one ClC=1C=C(C=C(C1)[C@H]1NCCOC1)C1CNC(N(C1)C)=O